1-thioacetyl-3-methylpyrrole C(C)(=S)N1C=C(C=C1)C